CC1([C@@]2(C(CC1CC2)=O)CS(=O)(=O)F)C ((1S)-7,7-dimethyl-2-oxobicyclo[2.2.1]heptan-1-yl)methanesulfonyl fluoride